ClC1=CC(=CC=2C=COC21)C=2C=C1C(N(C(C1=CC2)=O)C)=O 7-chloro-5-(2-methyl-1,3-dioxoisoindolin-5-yl)benzofuran